4-((4-cyclopropyl-5-fluoro-2-(N-methylmethanesulfonamido)phenyl)amino)-N-ethoxy-6-((1-methyl-1H-pyrazol-3-yl)amino)nicotinamide C1(CC1)C1=CC(=C(C=C1F)NC1=CC(=NC=C1C(=O)NOCC)NC1=NN(C=C1)C)N(S(=O)(=O)C)C